C(C)(C)(C)OC(NC1CC(C1)C#CC=1C(=NC=NC1N)N)=O N-[(1r,3r)-3-[2-(4,6-diaminopyrimidin-5-yl)ethynyl]cyclobutyl]carbamic acid tert-butyl ester